FC1=CC=2C3=C(C(NC2C=C1)=O)OC=N3 8-fluorooxazolo[5,4-c]quinolin-4(5H)-one